ClC=1C=C(C=CC1F)C1=C(C=C2C(=NC(N3C2=C1SC[C@H](C3)OCCOC)=O)N3CCNCC3)C(F)(F)F (S)-11-(3-chloro-4-fluorophenyl)-3-(2-methoxyethoxy)-8-(piperazin-1-yl)-10-(trifluoromethyl)-3,4-dihydro-2H,6H-[1,4]thiazepino[2,3,4-ij]quinazolin-6-one